FC(C=1N=C2N(N=C(C(=C2C)C)N2CC=3C=C(C=NC3CC2)C=2C=NN(C2)CC)C(C1)=O)F 2-(difluoromethyl)-7-(3-(1-ethyl-1H-pyrazol-4-yl)-7,8-dihydro-1,6-naphthyridin-6(5H)-yl)-8,9-dimethyl-4H-pyrimido[1,2-b]pyridazin-4-one